CC=1C(C(=C(C(C1C)=O)C)C\C=C(\CCC[C@@H](CCC[C@@H](CCCC(C)C)C)C)/C)=O 2,3,5-trimethyl-6-((2E,7R,11R)-3,7,11,15-tetramethyl-2-hexadecen-1-yl)p-benzoquinone